ClC1=CC=C(C=2SC3=C(C21)C=CC=C3)O 1-chlorodibenzo[b,d]thiophen-4-ol